COCOC=1C=C(C2=CC=C(C=C2C1)C(F)(F)F)SCCCCCCO 6-((3-(methoxymethoxy)-6-(trifluoromethyl)naphthalen-1-yl)thio)hexan-1-ol